4-((3-(6-((pyridin-2-ylmethyl)amino)spiro[3.3]heptan-2-yl)ureido)methyl)benzamide N1=C(C=CC=C1)CNC1CC2(CC(C2)NC(NCC2=CC=C(C(=O)N)C=C2)=O)C1